FC(S(=O)(=O)NC1=CC=C(C=C1)C1=NNC(=C1C(=O)N)NC1=NC(=CC=C1)C(F)(F)F)F 3-(4-((difluoromethyl)sulfonamido)phenyl)-5-((6-(trifluoromethyl)pyridin-2-yl)amino)-1H-pyrazole-4-carboxamide